FC(C=1C=CC=2N(N1)C(=CN2)C2=CC(=NC=N2)N2C(C(CCC2C)CNS(=O)(=O)C)C)F N-((1-(6-(6-(Difluoromethyl)imidazo[1,2-b]pyridazin-3-yl)pyrimidin-4-yl)-2,6-dimethylpiperidin-3-yl)methyl)methanesulfonamide